N-(1-(1H-tetrazol-5-yl)azocan-3-yl)-1-(4-chlorophenyl)cyclopropane-1-carboxamide N1N=NN=C1N1CC(CCCCC1)NC(=O)C1(CC1)C1=CC=C(C=C1)Cl